ClC=1C=C(C=CC1C(=O)N1CCN(CC1)C(=O)C1CC[N+](CC1)(C)C)NC(=O)C=1N(C(=CN1)C1=C(C(=C(C=C1)C=1C(=NN(C1)C1=NC=CC=C1)C)F)F)C N-[3-chloro-4-[4-(1,1-dimethylpiperidin-1-ium-4-carbonyl)piperazine-1-carbonyl]phenyl]-5-[2,3-difluoro-4-[3-methyl-1-(2-pyridyl)pyrazol-4-yl]phenyl]-1-methyl-imidazole-2-carboxamide